N1CCC(CCC1)CN1CC(CC1)CNC(=O)C1CCN(CC1)C1=NC(=NO1)C1=CC=C(C=C1)OC N-((1-(Azepan-4-ylmethyl)pyrrolidin-3-yl)methyl)-1-(3-(4-Methoxyphenyl)-1,2,4-oxadiazol-5-yl)piperidin-4-carboxamid